(S)-N-Methyl-N-(2,2,2-trifluoro-1-(4-fluorophenyl)ethyl)tetrahydro-2H-pyran-4-sulfonamide CN(S(=O)(=O)C1CCOCC1)[C@H](C(F)(F)F)C1=CC=C(C=C1)F